trans-erucic acid C(CCCCCCCCCCC\C=C\CCCCCCCC)(=O)O